CC1=CC=C(C=C1)N=C(C)C N-(4-methylphenyl)-2-propanimine